8-methylimidazo[1,2-a]pyridine-2-carboxylic acid CC=1C=2N(C=CC1)C=C(N2)C(=O)O